tetrabutylphosphine prolinate N1[C@@H](CCC1)C(=O)O.C(CCC)P(CCCC)(CCCC)CCCC